5-cyanoindole C(#N)C=1C=C2C=CNC2=CC1